5-((E)-2-(methylsulfonyl)vinyl)phenol CS(=O)(=O)/C=C/C=1C=CC=C(C1)O